OC1=CC=C2C(C(COC2=C1)C1=CC=CC=C1)C1=CC=C(C=C1)N1CCC(CC1)N(C)CC=1C=C(C=CC1)C1C(NC(CC1)=O)=O 3-(3-(((1-(4-(7-hydroxy-3-phenylchroman-4-yl)phenyl)piperidin-4-yl)(methyl)amino)methyl)phenyl)piperidine-2,6-dione